(R)-1-(3-nitro-5-(trifluoromethyl)phenyl)ethane-1-amine hydrochloride Cl.[N+](=O)([O-])C=1C=C(C=C(C1)C(F)(F)F)[C@@H](C)N